OCCN1C=NC(=C1)C=1C=C(C=CC1NC1=NC=C(C=C1)C(F)(F)F)S(=O)(=O)N(C)CC1=CC=C(C=C1)OC 3-[1-(2-hydroxyethyl)imidazol-4-yl]-N-[(4-methoxyphenyl)methyl]-N-methyl-4-[[5-(trifluoromethyl)-2-pyridinyl]amino]benzenesulfonamide